BrC=1N=C(C=2N(C1)C=NN2)NC2=CC(=C(C=C2)N2CCOCC2)F 6-bromo-N-(3-fluoro-4-morpholinylphenyl)-[1,2,4]triazolo[4,3-a]pyrazin-8-amine